(2-pyridinyl)-5,6,7,8-tetrahydropyrazolo[1,5-a][1,4]diazepine N1=C(C=CC=C1)C=1NN2C(=CNCCC2)C1